FC1=C(C=C(C=C1)F)C1=C(C(=NC=C1)N1CC(CC1)(F)F)NC(=O)C=1C=NC(=NC1)C(C)C N-(4-(2,5-difluorophenyl)-2-(3,3-difluoropyrrolidin-1-yl)pyridin-3-yl)-2-isopropylpyrimidine-5-carboxamide